2-[5-(piperidine-1-sulfonyl)-1H-indol-1-yl]propanoic acid N1(CCCCC1)S(=O)(=O)C=1C=C2C=CN(C2=CC1)C(C(=O)O)C